5-[[(6S)-2-[6-(5-cyclopropyl-4H-1,2,4-triazol-3-yl)-2-azaspiro[3.3]heptane-2-carbonyl]-2-azaspiro[3.4]octan-6-yl]methyl]-2-(trifluoromethyl)isonicotinonitrile C1(CC1)C=1NC(=NN1)C1CC2(CN(C2)C(=O)N2CC3(C2)C[C@H](CC3)CC3=CN=C(C=C3C#N)C(F)(F)F)C1